2-(2-chlorophenyl)-7-(4-(trifluoromethyl)pyridin-3-yl)-5,7-diazaspiro[3.4]octane-6,8-dione ClC1=C(C=CC=C1)C1CC2(C1)NC(N(C2=O)C=2C=NC=CC2C(F)(F)F)=O